S1N=NC2=C1C=CC=C2 benzo[1,2,3]thiadiazole